N(=[N+]=[N-])O azidoalcohol